N-(6-methoxy-2-methylpyridin-3-yl)-5-((2-methyl-4-(trifluorometh-oxy)phenyl)-amino)-2-(tri-fluoromethyl)-isonicotinamide COC1=CC=C(C(=N1)C)NC(C1=CC(=NC=C1NC1=C(C=C(C=C1)OC(F)(F)F)C)C(F)(F)F)=O